N-carbamimidoyl-2-(2,6-dichloro-3-(1H-indol-3-yl)phenyl)acetamide C(N)(=N)NC(CC1=C(C(=CC=C1Cl)C1=CNC2=CC=CC=C12)Cl)=O